2-[3-(trifluoromethyl)phenoxy]nicotinic acid FC(C=1C=C(OC2=C(C(=O)O)C=CC=N2)C=CC1)(F)F